N-((3S,10R,13S)-17-(4-methyl-1H-imidazol-1-yl)-10,13-dimethyl-2,3,4,7,8,9,10,11,12,13,14,15-Dodecahydro-1H-cyclopenta[a]phenanthrene-3-yl)-2,4-difluorobenzamide CC=1N=CN(C1)C1=CCC2C3CC=C4C[C@H](CC[C@@]4(C3CC[C@]12C)C)NC(C1=C(C=C(C=C1)F)F)=O